dimethyl (2S,4R)-2-((tert-butoxycarbonyl)amino)-4-((R)-1-hydroxybut-3-en-2-yl)pentanedioate C(C)(C)(C)OC(=O)N[C@H](C(=O)OC)C[C@@H](C(=O)OC)[C@H](CO)C=C